ethyl 2-[(2S)-6-fluoro-2-[(2-oxo-2-pyrrolidin-1-yl-ethyl)-[(2R)-2-cyclobutyl-2-phenyl-ethyl]carbamoyl]chroman-7-yl]oxyimidazo[1,5-a]pyrimidine-6-carboxylate FC=1C=C2CC[C@H](OC2=CC1OC1=NC=2N(C=C1)C(=NC2)C(=O)OCC)C(N(C[C@@H](C2=CC=CC=C2)C2CCC2)CC(N2CCCC2)=O)=O